C(CCCCCCCCCCCCCCCCCCCCCCCCCCCCCCC)(=O)OCCCCCCCCCCCCCCCCCCCCCCCCCCCCCCCC dotriacontan-1-yl dotriacontanate